C(=O)O.CN1C[C@@H](CCC1)NC=1N=NC(=C2C1C=NC=C2)C2=C(C=C(C=C2)C(F)(F)F)CC(F)(F)F N-[(3R)-1-methylpiperidin-3-yl]-1-[2-(2,2,2-trifluoroethyl)-4-(trifluoromethyl)phenyl]pyrido[3,4-d]pyridazin-4-amine formate